BrC1=CC=C2C3=C(N(C2=C1)C(C)(C)C)OC1=C3C(C3=CC=CC=C3C1=O)=O 3-bromo-5-(tert-butyl)-5H-naphtho[2',3':4,5]furo[2,3-b]indole-7,12-dione